[Co+2].C(C)(=O)[O-].C(C)(=O)[O-] Acetic acid cobalt salt